1,3,5-Triphenylimidazoline-2,4-dione C1=CC=C(C=C1)C2C(=O)N(C(=O)N2C3=CC=CC=C3)C4=CC=CC=C4